C(C)(C)(C)OC(CN1C(=NC2=C1C=C(C=C2C(=O)O)Cl)C)=O 1-[2-(tert-Butoxy)-2-oxoethyl]-6-chloro-2-methyl-1H-1,3-benzodiazole-4-carboxylic acid